C(C)(C)(C)OC(NCC1(CNC1)C)=O (3-methylazetidin-3-yl)methyl-carbamic acid tert-butyl ester